N'-[6-(4-Fluorophenyl)-8-methoxy-quinazolin-4-yl]-N,N-dimethyl-1-(4-pyridyl)ethane-1,2-diamine FC1=CC=C(C=C1)C=1C=C2C(=NC=NC2=C(C1)OC)NCC(N(C)C)C1=CC=NC=C1